1-[(3S)-3-[4-(5-Ethynyl-2-fluoro-anilino)quinazolin-6-yl]pyrrolidin-1-yl]prop-2-en-1-one C(#C)C=1C=CC(=C(NC2=NC=NC3=CC=C(C=C23)[C@H]2CN(CC2)C(C=C)=O)C1)F